4-amino-9H-pyrimido[4,5-b]indole-6-carboxylic acid NC1=NC=NC=2NC3=CC=C(C=C3C21)C(=O)O